N[C@H](C)C(=O)N=[S@@](=O)(C)C=1C=C(C=CC1)NC(C1=C(C(=CC=C1OC=1C(=NC(=CC1)F)C)C(F)(F)F)F)=O N-(3-((R)-N-(D-alanyl)-S-methylsulfonimidoyl)phenyl)-2-fluoro-6-((6-fluoro-2-methylpyridin-3-yl)oxy)-3-(trifluoromethyl)benzamide